4-(3-amino-1H-indazol-5-yl)-N-(2-(diisopropylamino)ethyl)-1H-pyrrolo[2,3-b]pyridine-2-carboxamide NC1=NNC2=CC=C(C=C12)C1=C2C(=NC=C1)NC(=C2)C(=O)NCCN(C(C)C)C(C)C